C(C)(C)(C)OC(=O)NC1C=2N(C3=C(C(=N1)C1=CC=C(C=C1)C1=CC=C(C=C1)OCC(=O)OC)C(=C(S3)C)C)C(=NN2)C methyl [(4'-{6-[(t-butoxycarbonyl)amino]-2,3,9-trimethyl-6H-thieno[3,2-f][1,2,4]triazolo[4,3-a][1,4]diazepin-4-yl}[1,1'-biphenyl]-4-yl)oxy]acetate